The molecule is a dibenzothiepine that is 10,11-dihydrodibenzo[b,f]thiepine bearing additional methylthio and 4-methylpiperazin-1-yl substituents at positions 8 and 10 respectively. Potent 5-HT2 antagonist, also active as 5-HT1 antagonist. Differentiates 5-HT1D sub-types. Also displays affinity for rodent 5-HT5B, 5-HT5A, 5-HT7 and 5-HT6 receptors (pK1 values are 6.6, 7.0, 8.4 and 8.7 respectively). It has a role as an antipsychotic agent, a dopaminergic antagonist and a serotonergic antagonist. It is a N-alkylpiperazine, a dibenzothiepine, an aryl sulfide and a tertiary amino compound. It is a conjugate base of a methiothepin(2+). CN1CCN(CC1)C2CC3=CC=CC=C3SC4=C2C=C(C=C4)SC